C(C)(C)(C)OC(=O)N1CC(C(CC1)/C=N/[S@](=O)C(C)(C)C)F 3-fluoro-4-[(E)-{[(R)-2-methylpropan-2-sulfinyl]imino}methyl]piperidine-1-carboxylic acid tert-butyl ester